butyne C#CCC